5-bromo-N-(5-chloro-1H-pyrrolo[3,2-b]pyridin-3-yl)-1-methyl-1H-benzo[d]imidazol-2-amine BrC1=CC2=C(N(C(=N2)NC2=CNC=3C2=NC(=CC3)Cl)C)C=C1